2-[5-methyl-1-(4-piperidinylmethyl)pyrazol-4-yl]Quinoxaline CC1=C(C=NN1CC1CCNCC1)C1=NC2=CC=CC=C2N=C1